6-(2-(6-((1-methylpiperidin-4-yl)methoxy)pyridin-3-yl)ethyl)isoquinolin-1-amine CN1CCC(CC1)COC1=CC=C(C=N1)CCC=1C=C2C=CN=C(C2=CC1)N